FC1=C(C=NC=C1)C1CN(C1)C(=O)[C@@H]1CC[C@H]2N1C(CC[C@H](C2)C)=O (3S,6S,8R,9aR)-3-(3-(4-fluoropyridin-3-yl)azetidine-1-carbonyl)-8-methyl-5-oxooctahydro-1H-pyrrolo[1,2-a]azepin